OC1=NSCC1 hydroxyisothiazoline